C(C)C1=NSC(=N1)C=1C=CC(=C(N)C1)F 5-(3-ethyl-1,2,4-thiadiazol-5-yl)-2-fluoroaniline